tert-Butyl 4-(2-(1H-imidazol-1-yl)pyrimidine-4-carbonyl)piperazine-1-carboxylate N1(C=NC=C1)C1=NC=CC(=N1)C(=O)N1CCN(CC1)C(=O)OC(C)(C)C